(8-(8-amino-3-methyl-6-(trifluoromethyl)imidazo[1,2-a]pyridin-7-yl)-1-iodoindolizin-3-yl)(3,4,5-trifluorophenyl)methanone NC=1C=2N(C=C(C1C1=CC=CN3C(=CC(=C13)I)C(=O)C1=CC(=C(C(=C1)F)F)F)C(F)(F)F)C(=CN2)C